N1CC(=CC1)C1=CC=C2C=C(C(=C(C2=C1)F)N1CC(NS1(=O)=O)=O)O 5-[7-(2,5-dihydro-1H-pyrrol-3-yl)-1-fluoro-3-hydroxynaphthalen-2-yl]-1λ6,2,5-thiadiazolidine-1,1,3-trione